C1(CC1)N(CCC(C(=O)O)NC(=O)N1CCOCC1)CCCCC1=NC=2NCCCC2C=C1 4-[cyclopropyl-[4-(5,6,7,8-tetrahydro-1,8-naphthyridin-2-yl)butyl]amino]-2-(morpholine-4-carbonylamino)butanoic acid